OC1=C(C(=CC(=C1)C)C)N1N=C2N=C(NC(C2=C1)=O)C1=NC=C(C=C1)OC 2-(2-hydroxy-4,6-dimethylphenyl)-6-(5-methoxypyridin-2-yl)-2,5-dihydro-4H-pyrazolo[3,4-d]pyrimidin-4-one